((1H-pyrazol-4-yl)sulfonyl)-3-((5-methyl-1H-pyrazol-3-yl)methyl)pyrido[3,4-d]pyridazin-4(3H)-one N1N=CC(=C1)S(=O)(=O)C=1C2=C(C(N(N1)CC1=NNC(=C1)C)=O)C=NC=C2